tert-Butyl (4-(2-(2-(benzylthio)-5-methylbenzoyl)hydrazineyl)-4-oxobutyl)(4,4-difluorocyclohexyl)carbamate C(C1=CC=CC=C1)SC1=C(C(=O)NNC(CCCN(C(OC(C)(C)C)=O)C2CCC(CC2)(F)F)=O)C=C(C=C1)C